C1(=CC=CS1)CN(C(=O)OCCOC=1C=CC=C(CNN(C)C)C1)CC1=CC=CS1 5-[bis(thenyl)aminocarbonyloxyethoxy]dimethylaminobenzylamine